hydroxy-3a',4',5,6-tetrahydro-1'H,2H,3'H,4H-spiro[pyran-3,2'-pyrido[2,1-f]pyrrolo[2,1-c][1,2,4]triazine]-8',10'-dione OC1C2(CC3NN4C(C(N31)=O)=CC(C=C4)=O)COCCC2